1-(trifluoromethyl)-3-((4-(trifluoromethyl)phenyl)amino)-1H-pyrazole-4-carbohydrazide FC(N1N=C(C(=C1)C(=O)NN)NC1=CC=C(C=C1)C(F)(F)F)(F)F